BrC1=C(CCCC1)C=O 2-bromo-1-cyclohexene-formaldehyde